methyl 1'-[2-(4-chlorophenoxy)acetyl]-2-oxo-spiro[indoline-3,4'-piperidine]-5-carboxylate ClC1=CC=C(OCC(=O)N2CCC3(CC2)C(NC2=CC=C(C=C23)C(=O)OC)=O)C=C1